FC(S(=O)(=O)OC1=NC(=C(C2=C1C=CS2)C2=NC=CC=C2OCCOC)C2=NN1C([C@H](N(C[C@@H]1C)C(C=C)=O)C)=C2)(F)F [6-[(4R,7S)-4,7-dimethyl-5-prop-2-enoyl-6,7-dihydro-4H-pyrazolo[1,5-a]pyrazin-2-yl]-7-[3-(2-methoxyethoxy)-2-pyridyl]thieno[3,2-c]pyridin-4-yl] trifluoromethanesulfonate